C(C1=CC=CC=C1)(=O)OC[C@H]1[C@H](CCCC1)CN1N=CC=2C1=NC(=NC2)Cl |r| [Rac-cis-2-[(6-chloropyrazolo[3,4-d]pyrimidin-1-yl)methyl]cyclohexyl]methyl benzoate